epsilon-benzyloxycarbonyl-L-lysine C(C1=CC=CC=C1)OC(=O)C(CCC[C@H](N)C(=O)O)N